chloropyrone ClC=1C(OC=CC1)=O